8-methyl-4-oxo-N-(1-(2,2,2-trifluoroethyl)azetidin-3-yl)-7-(3-(trifluoromethyl)-7,8-dihydro-1,6-naphthyridin-6(5H)-yl)-4H-pyrimido[1,2-b]pyridazine-2-carboxamide CC1=CC=2N(N=C1N1CC=3C=C(C=NC3CC1)C(F)(F)F)C(C=C(N2)C(=O)NC2CN(C2)CC(F)(F)F)=O